3-methyl-4-((4-morpholino-6-((5-(5-phenyl-1,3,4-oxadiazol-2-yl)thiazol-2-yl)amino)pyrimidin-2-yl)amino)butan-1-ol CC(CCO)CNC1=NC(=CC(=N1)N1CCOCC1)NC=1SC(=CN1)C=1OC(=NN1)C1=CC=CC=C1